2-[2-oxo-1'-(1H-pyrazolo[3,4-b]pyridine-5-carbonyl)-4-(trifluoromethyl)spiro[indole-3,4'-piperidin]-1-yl]-N-(2,2,2-trifluoroethyl)acetamide O=C1N(C2=CC=CC(=C2C12CCN(CC2)C(=O)C=2C=C1C(=NC2)NN=C1)C(F)(F)F)CC(=O)NCC(F)(F)F